(S)-tert-butyl-2-(8-amino-1-bromoimidazo[1,5-a]pyrazin-3-yl)pyrrolidine-1-carboxylate C(C)(C)(C)OC(=O)N1[C@@H](CCC1)C1=NC(=C2N1C=CN=C2N)Br